tert-butyl 4-(5-(pyridin-2-yl)-7H-pyrrolo[2,3-d]pyrimidin-4-yl)piperazine-1-carboxylate N1=C(C=CC=C1)C1=CNC=2N=CN=C(C21)N2CCN(CC2)C(=O)OC(C)(C)C